Tert-Butyl 4-(6-[[(benzyloxy)carbonyl]amino]-3-fluoro-5,6,7,8-tetrahydroquinolin-2-yl)piperazine-1-carboxylate C(C1=CC=CC=C1)OC(=O)NC1CC=2C=C(C(=NC2CC1)N1CCN(CC1)C(=O)OC(C)(C)C)F